Carbonylcyanide-4-(trifluoromethoxy)phenylhydrazone FC(OC1=CC=C(C=C1)NN=C(C#N)C#N)(F)F